7-methyl-7-tetradecene-1,14-dicarboxylic acid CC(CCCCCCC(=O)O)=CCCCCCCC(=O)O